N-(3-(pyridin-3-yl)-1H-indazol-5-yl)benzothiamide N1=CC(=CC=C1)C1=NNC2=CC=C(C=C12)NC(C1=CC=CC=C1)=S